(S)-(6-((2-amino-3-chloropyridin-4-yl)thio)-3-(4'-amino-4'h,6'h-spiro[piperidine-4,5'-pyrrolo[1,2-b]pyrazol]-1-yl)-5-methylpyrazin-2-yl)methanol NC1=NC=CC(=C1Cl)SC1=C(N=C(C(=N1)CO)N1CCC2([C@@H](C=3N(N=CC3)C2)N)CC1)C